β-ribopyranose O[C@H]1[C@H](O)[C@H](O)[C@H](O)CO1